C(C)OC1=C(C(=CC(=C1)C(C)NCCCCC1=CC=CC=C1)NCC)C(C)=O 1-[2-Ethoxy-6-(Ethylamino)-4-{1-[(4-Phenylbutyl)Amino]Ethyl}Phenyl]Ethan-1-One